Hydroxyethyl-benzothiazole OCCC=1SC2=C(N1)C=CC=C2